(3R,4R) or (3S,4S)-4-(6-(2-((1-(bicyclo[1.1.1]pentan-1-yl)-5-chloro-1H-pyrazol-4-yl)amino)-6-methylquinazolin-7-yl)-2,6-diazaspiro[3.3]heptan-2-yl)tetrahydrofuran-3-ol C12(CC(C1)C2)N2N=CC(=C2Cl)NC2=NC1=CC(=C(C=C1C=N2)C)N2CC1(CN(C1)[C@H]1[C@H](COC1)O)C2 |o1:29,30|